(l)-3-(2-(4-Methoxybenzoyl)-1,2,3,4-tetrahydroisoquinolin-5-yl)-3-(4-cyanophenyl)propionic acid methyl ester COC(CC(C1=CC=C(C=C1)C#N)C1=C2CCN(CC2=CC=C1)C(C1=CC=C(C=C1)OC)=O)=O